1-(6-(difluoromethyl)-5-methylpyridin-3-yl)-4,4-difluoro-3,3-dimethyl-3,4-dihydroisoquinoline FC(C1=C(C=C(C=N1)C1=NC(C(C2=CC=CC=C12)(F)F)(C)C)C)F